2-bromo-1-(2-methyl-5-nitrophenyl)ethan-1-one BrCC(=O)C1=C(C=CC(=C1)[N+](=O)[O-])C